N1(N=CC=C1)[B-](N1N=CC=C1)(N1N=CC=C1)N1N=CC=C1.[Ir+3].N1(N=CC=C1)[B-](N1N=CC=C1)(N1N=CC=C1)N1N=CC=C1.N1(N=CC=C1)[B-](N1N=CC=C1)(N1N=CC=C1)N1N=CC=C1 iridium(III) tetra(1-pyrazolyl)borate